1-(5-chloro-3-fluoropyridin-2-yl)-3-(hydroxymethyl)-3-methyl-4-(4-(trifluoro-methyl)benzyl)piperazine-2,5-dione ClC=1C=C(C(=NC1)N1C(C(N(C(C1)=O)CC1=CC=C(C=C1)C(F)(F)F)(C)CO)=O)F